((2R,3R,4R,5R)-5-(2,4-Dioxo-3,4-dihydropyrimidin-1(2H)-yl)-4-fluoro-3-hydroxy-4-methyltetrahydrofuran-2-yl)methyl phenyl (S)-((S)-1-(1,3-dioxolan-2-yl)-3-methylbutyl)phosphoramidate O1C(OCC1)[C@H](CC(C)C)N[P@](OC[C@H]1O[C@H]([C@]([C@@H]1O)(C)F)N1C(NC(C=C1)=O)=O)(OC1=CC=CC=C1)=O